4-[6-[(4-fluorophenyl)methyl]imidazo[1,2-b]pyridazin-3-yl]-2-methoxy-phenol FC1=CC=C(C=C1)CC=1C=CC=2N(N1)C(=CN2)C2=CC(=C(C=C2)O)OC